FC1=C(C=CC(=C1C)OC1=CC2=C(N(C=N2)C)C=C1)NC1=NC=NC2=C1N=C(N=C2)SC2CCN(CC2)C(=O)OC(C)(C)C tert-butyl 4-((8-((2-fluoro-3-methyl-4-((1-methyl-1H-benzo[d]imidazol-5-yl)oxy)phenyl)amino)pyrimido[5,4-d]pyrimidin-2-yl)thio)piperidine-1-carboxylate